CN1CCN(CC1)CCOC1=CC(=C(C=O)C=C1)C#C[Si](C(C)C)(C(C)C)C(C)C 4-(2-(4-methylpiperazin-1-yl)ethoxy)-2-((triisopropylsilyl)ethynyl)benzaldehyde